methyldihydrogenphosphate COP(=O)(O)O